C(C)(=O)C=1C=C(C=C2C(N(C(=NC12)C=1C=C2C(=NN(C2=CC1)C)C)C)=O)C 8-acetyl-2-(1,3-dimethyl-1H-indazol-5-yl)-3,6-dimethylquinazolin-4(3H)-one